tris(8-hydroxyquinoline) aluminium (III) [Al+3].OC=1C=CC=C2C=CC=NC12.OC=1C=CC=C2C=CC=NC12.OC=1C=CC=C2C=CC=NC12